BrC(=C(C(F)F)F)F 1-bromo-1,2,3,3-tetrafluoropropene